C1(=CC=C(C=C1)C1=NC2=C(N1)C=CC(=C2)N)C 2-(p-tolyl)-1H-benzo[d]imidazol-5-amine